BrC1=CC=2[C@@](C3=CC=CC=C3C2C=C1)(C(=O)N1[C@H]2CC([C@@H]([C@H]1C(=O)N[C@H](C[C@H]1C(NCCC1)=O)C#N)CC2)(F)F)O (1R,3S,4R)-2-((S)-2-bromo-9-hydroxy-9H-fluorene-9-carbonyl)-N-((R)-1-cyano-2-((S)-2-oxopiperidin-3-yl)ethyl)-5,5-difluoro-2-azabicyclo[2.2.2]octane-3-carboxamide